O-benzyldopa C(C1=CC=CC=C1)OC(=O)[C@@H](N)CC1=CC=C(O)C(O)=C1